(4S,5R)-3-(3-isoquinolin-4-ylpropanoyl)-4-methyl-5-[3-(trifluoromethoxy)phenyl]-1,3-oxazolidin-2-one C1=NC=C(C2=CC=CC=C12)CCC(=O)N1C(O[C@@H]([C@@H]1C)C1=CC(=CC=C1)OC(F)(F)F)=O